C1(=CC=CC=C1)[C@H]1CCC=2N1C1=C(N2)C=CC(=C1)C=1C=NC(=NC1)N1C[C@@H]2N(CC1)C(NC2)=O (R)-7-(5-((R)-1-phenyl-2,3-dihydro-1H-benzo[d]pyrrolo[1,2-a]imidazol-7-yl)pyrimidin-2-yl)hexahydroimidazo[1,5-a]pyrazin-3(2H)-one